C(C1=CC=CC=C1)(=O)OCCCC(C[C@H]1[C@@H](C1)C(=O)OCC)(F)F |r| rac-5-((1S,2R)-2-(ethoxycarbonyl)cyclopropyl)-4,4-difluoropentyl benzoate